C(C1=CC=CC=C1)N1C(C(NC2=CC=CC=C12)=O)=O 1-benzyl-1,4-dihydroquinoxalin-2,3-dione